N1(C=NC=C1)C=1C=C(CN(C2=CC(=CC=C2)CN2CCOCC2)CC2=CC(=CC=C2)OC)C=CC1 N-(3-(1H-imidazol-1-yl)benzyl)-N-(3-methoxybenzyl)-3-(morpholinomethyl)aniline